(S)-4-(((3-fluorooxetan-3-yl)methyl)(4-(5,6,7,8-tetrahydro-1,8-naphthyridin-2-yl)butyl)amino)-2-(quinazolin-4-ylamino)butanoic acid FC1(COC1)CN(CC[C@@H](C(=O)O)NC1=NC=NC2=CC=CC=C12)CCCCC1=NC=2NCCCC2C=C1